OCC1=NC=C2C3=C(C(NC2=C1)=O)CCC3 3-(Hydroxymethyl)-5,7,8,9-tetrahydro-6H-cyclopenta[c][1,6]naphthyridin-6-one